2,5-Dimethyl-2,5-bis(t-butylperoxy)hexane methyl-N-t-butoxycarbonyl-(2S,3R)-β-hydroxyphenylalaninate COC([C@@H](NC(=O)OC(C)(C)C)C(C1=CC=CC=C1)O)=O.CC(C)(CCC(C)(OOC(C)(C)C)C)OOC(C)(C)C